C1(=CC=CC=C1)SP([O-])(=O)CCCC.[Cl-].C(CCC)[P+](CCCCCCCC)(CCCC)CCCC.C(CCC)[P+](CCCC)(CCCC)CCCCCCCC Tributyloctylphosphonium chlorid phenylthio-(n-butyl)phosphinate